BrC1=CC(=C(C=C1)NC(OCC1=CC=CC=C1)=O)OCC1OC1CO Benzyl N-[4-bromo-2-[[3-(hydroxymethyl)oxiran-2-yl]methoxy]phenyl]carbamate